N1=CC(=CC=C1)C1=CC=C(C=C1)C1=NC=NC=N1 (4-(pyridin-3-yl)phenyl)-1,3,5-triazine